6-(6-(1-(8-isobutyl-8-azabicyclo[3.2.1]octan-3-yl)piperidin-4-yl)-1,4-dimethyl-1H-benzo[d]imidazol-2-yl)-8-methoxy-[1,2,4]triazolo[1,5-a]pyridine C(C(C)C)N1C2CC(CC1CC2)N2CCC(CC2)C=2C=C(C1=C(N(C(=N1)C=1C=C(C=3N(C1)N=CN3)OC)C)C2)C